9-((2-chloro-4-phenoxyphenyl)(hydroxy)methyl)-2-(hydroxymethyl)-2,4-dimethyl-1,2,4,7-tetrahydro-3H-pyrrolo[3',2':5,6]Pyrido[3,4-b]Pyrazin-3-one ClC1=C(C=CC(=C1)OC1=CC=CC=C1)C(C1=CNC2=C1C1=C(N(C(C(N1)(C)CO)=O)C)C=N2)O